C(C)S(=O)(=O)C1=NN2C(N=CC=C2C2=CC=C(C=C2)F)=C1C=1OC2=C(N1)C=C(C=C2)S(=O)(=O)C(F)(F)F 2-(2-(ethylsulfonyl)-7-(4-fluorophenyl)pyrazolo[1,5-a]pyrimidin-3-yl)-5-((trifluoromethyl)sulfonyl)benzo[d]oxazole